1-(4-(6-((4-(6-(1H-indol-4-yl)imidazo[1,2-a]pyridin-3-yl)pyrimidin-2-yl)amino)pyridin-3-yl)piperazin-1-yl)ethan-1-one N1C=CC2=C(C=CC=C12)C=1C=CC=2N(C1)C(=CN2)C2=NC(=NC=C2)NC2=CC=C(C=N2)N2CCN(CC2)C(C)=O